3,3-dicyclopropyl-N-[4-(3,5-dimethyl-1H-pyrazol-4-yl)phenyl]-2-[5-(2-ethylpyrazol-3-yl)-1H-imidazol-2-yl]propanamide C1(CC1)C(C(C(=O)NC1=CC=C(C=C1)C=1C(=NNC1C)C)C=1NC(=CN1)C=1N(N=CC1)CC)C1CC1